2-methoxy-4-{[(E)-8-methylnon-6-enamido]methyl}phenyl (1S,2R)-2-aminocyclopentane-1-carboxylate N[C@H]1[C@H](CCC1)C(=O)OC1=C(C=C(C=C1)CNC(CCCC\C=C\C(C)C)=O)OC